(2-formylphenoxy)acetic acid C(=O)C1=C(OCC(=O)O)C=CC=C1